C[C@@H](C(=O)OC1=C(C(=C(C(=C1F)F)F)F)F)CCCCC#C Perfluorophenyl (R)-2-methyloct-7-ynoate